2-(4-bromophenyl)-2,3-dihydro-phthalazine-1,4-dione BrC1=CC=C(C=C1)N1C(C2=CC=CC=C2C(N1)=O)=O